2-(5-Fluoropyridin-2-yl)-1-(4-(5-(7-(1-methyl-1H-pyrazol-4-yl)-1,6-naphthyridin-5-yl)pyridin-2-yl)piperazin-1-yl)ethan-1-one FC=1C=CC(=NC1)CC(=O)N1CCN(CC1)C1=NC=C(C=C1)C1=C2C=CC=NC2=CC(=N1)C=1C=NN(C1)C